O(C#N)C1=CC=C(C=C1)C1(C=2C=CC=CC2C(C2=CC=CC=C12)=O)C1=CC=C(C=C1)OC#N 10,10-bis(4-cyanatophenyl)anthracen-9(10H)-one